FC=1C=C(C=C(C1CN[C@@H]1COCC1)OC)C=1C(=C(C=CC1)C1=C(C(=CC=C1)NC(=O)C=1C(N(C(N(C1)C)=O)C)=O)C)C (S)-N-(3''-fluoro-5''-methoxy-2,2'-dimethyl-4''-(((tetrahydrofuran-3-yl)amino)methyl)-[1,1':3',1''-terphenyl]-3-yl)-1,3-dimethyl-2,4-dioxo-1,2,3,4-tetrahydropyrimidine-5-carboxamide